CNC1=CC=C(C=N1)N1N=CC(=C1C(F)(F)F)C(=O)N 1-(6-(methylamino)pyridin-3-yl)-5-(trifluoromethyl)-1H-pyrazole-4-carboxamide